tert-Butyl (R)-(1-hydroxy-3-methoxypropan-2-yl)(methyl)carbamate OC[C@H](COC)N(C(OC(C)(C)C)=O)C